NC(=O)[C@@H]1CN(C)[C@@H]2CC3=CNC4=CC=CC(C2=C1)=C34 Isolysergic acid amide